N-((2-(3-((cis)-2,6-dimethylmorpholino)-6-fluoropyridin-2-yl)-1,6-naphthyridin-7-yl)methyl)-4-methyl-3-(methylsulfonyl)benzamide C[C@@H]1O[C@@H](CN(C1)C=1C(=NC(=CC1)F)C1=NC2=CC(=NC=C2C=C1)CNC(C1=CC(=C(C=C1)C)S(=O)(=O)C)=O)C